(R)-2-methyl-N-(1-(naphthalen-1-yl)ethyl)-5-(piperidine-1-sulfonamido)benzamide CC1=C(C(=O)N[C@H](C)C2=CC=CC3=CC=CC=C23)C=C(C=C1)NS(=O)(=O)N1CCCCC1